(S)-N-((3S,5S,8R,9S,10R,13R,14S,17R)-5,14-dihydroxy-10,13-dimethyl-17-(2-oxo-2H-pyran-5-yl)hexadecahydro-1H-cyclopenta[a]phenanthren-3-yl)-3-hydroxypyrrolidine-1-carboxamide O[C@]12C[C@H](CC[C@@]2([C@H]2CC[C@@]3([C@H](CC[C@@]3([C@@H]2CC1)O)C=1C=CC(OC1)=O)C)C)NC(=O)N1C[C@H](CC1)O